(3,4-dihydroisoquinolin-2(1H)-yl)(4-(5-(trifluoromethyl)-1,2,4-oxadiazol-3-yl)phenyl)methanone C1N(CCC2=CC=CC=C12)C(=O)C1=CC=C(C=C1)C1=NOC(=N1)C(F)(F)F